CN(C)C1=NC=C(C=C1Br)B1OC(C(O1)(C)C)(C)C N,N-Dimethyl[3-bromo-5-(4,4,5,5-tetramethyl-1,3,2-dioxaborolan-2-yl)-2-pyridyl]amine